CC([C@H]1CC[C@H]2[C@@H]3CC[C@@H]4CCCC[C@]4(C)[C@H]3CC[C@]12C)=O 5BETA-PREGNAN-20-ONE